3-(trifluoromethyl)-4,5,6,7-tetrahydrobenzothiophen-6-amine FC(C1=CSC2=C1CCC(C2)N)(F)F